(R)-3-nitro-2-(4-(trifluoromethyl)phenyl)-2H-chromene [N+](=O)([O-])C=1[C@H](OC2=CC=CC=C2C1)C1=CC=C(C=C1)C(F)(F)F